(5S)-5-[[5-bromo-2-[4-(hydroxymethyl)cyclohexyl]indazol-6-yl]oxymethyl]-1-(2-trimethylsilylethoxymethyl)pyrrolidin-2-one BrC1=CC2=CN(N=C2C=C1OC[C@@H]1CCC(N1COCC[Si](C)(C)C)=O)C1CCC(CC1)CO